cobalt-nickel-copper-zinc-iron [Fe].[Zn].[Cu].[Ni].[Co]